N4-(6,7-difluoroquinolin-3-yl)-N2-(5-methoxy-6-(3-(trifluoromethyl)piperazin-1-yl)pyridin-3-yl)pyrimidine-2,4-diamine FC=1C=C2C=C(C=NC2=CC1F)NC1=NC(=NC=C1)NC=1C=NC(=C(C1)OC)N1CC(NCC1)C(F)(F)F